2-(3-(1-(4-Fluorophenyl)-1H-pyrazol-4-yl)phenyl)ethanamine hydrochloride salt Cl.FC1=CC=C(C=C1)N1N=CC(=C1)C=1C=C(C=CC1)CCN